2-(7-chloro-3-ethylsulfonyl-imidazo[1,2-a]pyridin-2-yl)-3-meth-yl-6-(trifluoromethyl)imidazo[4,5-b]pyridine ClC1=CC=2N(C=C1)C(=C(N2)C2=NC=1C(=NC=C(C1)C(F)(F)F)N2C)S(=O)(=O)CC